3-acetyl-N-(2-fluoro-5-(hydroxymethyl)-3-(1-methyl-1H-pyrazol-4-yl)phenyl)-7-hydroxyindolizine-1-carboxamide C(C)(=O)C1=CC(=C2C=C(C=CN12)O)C(=O)NC1=C(C(=CC(=C1)CO)C=1C=NN(C1)C)F